FC1=C(C(=CC=C1)F)C=1NC2=C(C3=C(N1)C=CC(=C3)C(=O)O)NN=C2 5-(2,6-difluorophenyl)-1,4-dihydrobenzo[d]pyrazolo[3,4-f][1,3]diazepin-9-carboxylic acid